5,6,7-trihydroxyflavone OC1=C2C(C=C(OC2=CC(=C1O)O)C1=CC=CC=C1)=O